FC1=C(C=C(C=C1)OC(F)(F)F)N1CC2=CC=C(C=C2CC1)C(C(=O)O)(C)C (2-(2-fluoro-5-(trifluoromethoxy)phenyl)-1,2,3,4-tetrahydroisoquinolin-6-yl)-2-methylpropanoic acid